Trihydroxycholest-4-en OC(C(C)CCC[C@@H](C)[C@H]1CC[C@H]2[C@@H]3CCC4=CCCC[C@]4(C)[C@H]3CC[C@]12C)(O)O